tetrabromo-propylenediphenol BrC1=C(C(=C(C(=C1O)C(CC1=C(C=CC=C1)O)C)Br)Br)Br